[Si]12(OCCN(CCO1)CCO2)CCCN(CCN(C)C)C N-[3-(2,8,9-trioxa-5-aza-1-Silabicyclo[3.3.3]undecane-1-yl)propyl]-N,N',N'-trimethylethane-1,2-diamine